C(#N)C1=CC(=CC2=C1SC(=C2)C=2SC(=C(N2)C)C(=O)OCC)F ethyl 2-(7-cyano-5-fluorobenzo[b]thiophen-2-yl)-4-methylthiazole-5-carboxylate